FC(C1=CC=C(\C=C/2\CCN(CCC2)C(=O)OC(C)(C)C)C=C1)(F)F tert-butyl (E)-4-(4-(trifluoromethyl)benzylidene)azepane-1-carboxylate